O1CCC(CC1)OC(=O)N1C=CC2=CC=CC=C12 1H-indole-1-carboxylic acid tetrahydro-2H-pyran-4-yl ester